3,4,5-trimethoxyphenethyl(phenyl)butyrylamide COC=1C=C(CC[N-]C(CCCC2=CC=CC=C2)=O)C=C(C1OC)OC